COC(=O)CC1=CC=C(C=C1)CC(=O)OC Methyl (4-methoxycarbonylmethylphenyl)-acetate